C1(CCCCC1)[C@@H](C(=O)NC=1C=C2CC(CC2=CC1)(C(=O)NC)N1C(N[C@@H](C1)C(C)C)=O)NC(C1=CC=C(C=C1)C)=O 5-((S)-2-cyclohexyl-2-(4-methylbenzamido)acetamido)-2-((R)-4-isopropyl-2-oxoimidazolidin-1-yl)-N-methyl-2,3-dihydro-1H-indene-2-carboxamide